N-methyl-N-{[4,7,10-tris(carboxymethyl)-1,4,7,10-tetraazacyclododec-1-yl]acetyl}glycine CN(CC(=O)O)C(CN1CCN(CCN(CCN(CC1)CC(=O)O)CC(=O)O)CC(=O)O)=O